ClC1=NC(=C2C(=N1)N(N=C2)C)C=2C=NC1=CC=CC=C1C2 3-(6-Chloro-1-methyl-1H-pyrazolo[3,4-d]pyrimidin-4-yl)quinoline